4-Formyl-1-methylpyridinium benzenesulfonate C1(=CC=CC=C1)S(=O)(=O)[O-].C(=O)C1=CC=[N+](C=C1)C